rac-(3s,4s,5s)-1-(4-methoxybenzyl)-3-methyl-5-(1-methyl-1H-pyrazol-3-yl)-4-nitropyrrolidin-2-one COC1=CC=C(CN2C([C@H]([C@@H]([C@H]2C2=NN(C=C2)C)[N+](=O)[O-])C)=O)C=C1 |r|